4-((3-(3-fluoro-4-methoxyphenyl)imidazo[1,2-a]pyrazin-8-yl)amino)-2-methyl-N-((tetrahydro-furan-3-yl)methyl)benzamide FC=1C=C(C=CC1OC)C1=CN=C2N1C=CN=C2NC2=CC(=C(C(=O)NCC1COCC1)C=C2)C